tert-butyl (tert-butoxycarbonyl)(3-((7-((2-methyl-4-(N-methylsulfamoyl)phenyl)amino)-2,6-naphthyridin-1-yl)ethynyl)pyridin-2-yl)carbamate C(C)(C)(C)OC(=O)N(C(OC(C)(C)C)=O)C1=NC=CC=C1C#CC1=NC=CC2=CN=C(C=C12)NC1=C(C=C(C=C1)S(NC)(=O)=O)C